6-(cyclopropanecarboxamido)-N-methoxynicotinamide C1(CC1)C(=O)NC1=NC=C(C(=O)NOC)C=C1